6-(2-amino-5-(1-(piperidin-4-yl)-1H-pyrazol-4-yl)pyridin-3-yl)-2-(2,6-dichloro-3,5-dimethoxyphenyl)pyridazin-3(2H)-one NC1=NC=C(C=C1C=1C=CC(N(N1)C1=C(C(=CC(=C1Cl)OC)OC)Cl)=O)C=1C=NN(C1)C1CCNCC1